phenyl (4-((4-ethylpiperazin-1-yl)methyl)-3-(trifluoromethyl)phenyl)carbamate C(C)N1CCN(CC1)CC1=C(C=C(C=C1)NC(OC1=CC=CC=C1)=O)C(F)(F)F